5-(1-((5-(5-(difluoromethyl)-1,3,4-oxadiazol-2-yl)pyridin-2-yl)methyl)-1H-imidazol-4-yl)pyridin-2-amine FC(C1=NN=C(O1)C=1C=CC(=NC1)CN1C=NC(=C1)C=1C=CC(=NC1)N)F